NC=1C(=NC(=NC1NC1CCCC1)C1=CC=C(C=C1)C)C(=O)NC 5-Amino-6-(cyclopentylamino)-N-methyl-2-(p-tolyl)pyrimidine-4-carboxamide